2-(3-fluoropyridin-4-yl)-4-(morpholin-4-yl)-1,7-naphthyridin-4-amine FC=1C=NC=CC1C1=NC2=CN=CC=C2C(C1)(N)N1CCOCC1